(3R,6S,9S,12S,15S,18R,19R)-6,9-Bis(aminomethyl)-12-cycloheptyl-19-hexyl-15-isobutyl-3,16,18-trimethyl-1-oxa-4,7,10,13,16-pentazacyclononadecane-5,8,11,14,17-pentone NC[C@H]1C(N[C@@H](CO[C@@H]([C@H](C(N([C@H](C(N[C@H](C(N[C@H](C(N1)=O)CN)=O)C1CCCCCC1)=O)CC(C)C)C)=O)C)CCCCCC)C)=O